FC(C1=CC2=C(N=C(N=C2)SC)N2C1=NC(=C2)CC(C)O)F (6-(difluoromethyl)-2-(methylthio)imidazo[1',2':1,6]pyrido[2,3-d]pyrimidin-8-yl)propan-2-ol